oxo-1,4-dihydropyridine-3-carboxylic acid ethyl ester C(C)OC(=O)C1=CNC=CC1=O